C(C)(C)(C)OC(C)(C)C di-tert.butyl ether